N=1N=NNC(C=CC(C=CC(C=CCC=CC(C=CC=CC=CC=CC=CC=CC1)=O)=O)=O)=O tetraazacyclotriacontine-5,8,11,17(14H)-tetraone